(R)-N-(amino(4-(2-hydroxypropan-2-yl)thiophen-2-yl)(oxo)-λ6-sulfaneylidene)-2-(3-fluoro-2,6-diisopropylphenyl)acetamide N[S@](=NC(CC1=C(C(=CC=C1C(C)C)F)C(C)C)=O)(=O)C=1SC=C(C1)C(C)(C)O